nonyl 8-((4-((4,4-bis(((Z)-oct-5-en-1-yl)oxy)butanoyl)oxy)butyl)(3-hydroxypropyl)amino)octanoate C(CCC\C=C/CC)OC(CCC(=O)OCCCCN(CCCCCCCC(=O)OCCCCCCCCC)CCCO)OCCCC\C=C/CC